isononyl palmitate C(CCCCCCCCCCCCCCC)(=O)OCCCCCCC(C)C